2-(diethylamino)ethyl 3-[1-[tert-butoxycarbonyl-[(2,4-dimethoxyphenyl)methyl]amino]ethyl]pyrazine-2-carboxylate C(C)(C)(C)OC(=O)N(C(C)C=1C(=NC=CN1)C(=O)OCCN(CC)CC)CC1=C(C=C(C=C1)OC)OC